5-((5-Chloro-2-(4,4-difluoropiperidin-1-yl)pyrimidin-4-yl)amino)-3-(3-hydroxy-3-methylbutyl)-1-methyl-1,3-dihydro-2H-benzo[d]imidazol-2-on ClC=1C(=NC(=NC1)N1CCC(CC1)(F)F)NC1=CC2=C(N(C(N2CCC(C)(C)O)=O)C)C=C1